Di(Vinyl) Adipate C(CCCCC(=O)OC=C)(=O)OC=C